NCCNNCCNCC aminoethyl-1,4-diazahexylamine